(3S,5S)-5-methylpyrrolidine-3-ol hydrochloride Cl.C[C@H]1C[C@@H](CN1)O